NC1=NC=CC=C1C1=NC=2C(=NC(=CC2)C2=CC=CC=C2)N1C1=CC(=C(C=C1)C1CN(C1)C[C@@H]1CC[C@H](CC1)C(=O)O)F trans-4-[[3-[4-[2-(2-amino-3-pyridyl)-5-phenyl-imidazo[4,5-b]pyridin-3-yl]-2-fluoro-phenyl]azetidin-1-yl]methyl]cyclohexanecarboxylic acid